O1C(=CC=C1)C1=NC(=CN=C1)C=1OC=CC1 2,6-bis-(2-furyl)pyrazine